COC(CC1=CC(=C(C=C1)NC)[N+](=O)[O-])=O [4-(methylamino)-3-nitro-phenyl]acetic acid methyl ester